8-(4-(difluoromethoxy)phenyl)-2-ethoxy-6-(2-(2-hydroxyethyl)-1-methyl-1H-benzo[d]imidazol-6-yl)pyrido[2,3-d]pyrimidin-7(8H)-one FC(OC1=CC=C(C=C1)N1C(C(=CC2=C1N=C(N=C2)OCC)C=2C=CC1=C(N(C(=N1)CCO)C)C2)=O)F